4-(3-(2-chloroacetyl)-2,5-dimethyl-1H-pyrrol-1-yl)-3-fluorobenzonitrile ClCC(=O)C1=C(N(C(=C1)C)C1=C(C=C(C#N)C=C1)F)C